C[C@H]1[C@H]2[C@H](C[C@@H]3[C@@]2(CC[C@H]4[C@H]3CC=C5[C@@]4(CC[C@@H](C5)O[C@H]6[C@@H]([C@H]([C@@H]([C@H](O6)CO)O[C@H]7[C@@H]([C@H]([C@@H]([C@H](O7)CO)O)O)O)O)O[C@H]8[C@@H]([C@@H]([C@H]([C@@H](O8)C)O)O)O)C)C)O[C@]19CC[C@@](O9)(C)CO[C@H]1[C@@H]([C@H]([C@@H]([C@H](O1)CO)O)O)O The molecule is a steroid saponin obtained from grain and leaves of oats (Avena sativa) that is nuatigenin in which the hydroxy group at position 26 is converted into its beta-D-glucoside and in which the hydroxy group at position 3 is converted into its methyl alpha-L-rhamnopyranosyl-(1->2)-[beta-D-glucopyranosyl-(1->4)]-beta-D-glucopyranoside derivative. It has a role as a metabolite. It is a beta-D-glucoside, a hexacyclic triterpenoid, a spiroketal, a steroid saponin and a trisaccharide derivative. It derives from a nuatigenin.